aluminium dihydroxyaminoacetate ON(O)CC(=O)[O-].[Al+3].ON(O)CC(=O)[O-].ON(O)CC(=O)[O-]